C(C)OC1=C(C=CC(=C1)OCC)OP(OC1=C(C=C(C=C1)OCC)OCC)(=O)C(C(C)=O)C(C1=C(C=CC=C1)OC)N [1-(1-amino-1-o-methoxyphenylmethyl)-2-oxopropyl]phosphonic acid bis(2,4-diethoxyphenyl) ester